FC1=C2C=CNC2=CC(=C1OC=1C=CC(=C(C(=O)OCC(=O)C2(COC3=C2C=CC=C3CC(=O)OCC)C)C1)F)F [2-[7-(2-ethoxy-2-oxo-ethyl)-3-methyl-2H-benzofuran-3-yl]-2-oxo-ethyl] 5-[(4,6-difluoro-1H-indol-5-yl)oxy]-2-fluoro-benzoate